C1C=COC2=NC=CN21 The molecule is a member of the class of imidazo[2,1-b][1,3]oxazines resulting from the fusion of the bond between positions 2 and 1 of 1H-imidazole with the bond between positions 2 and 3 of 3,4-dihydro-2H-1,3-oxazine.